F[P-](F)(F)(F)(F)F.C(CCCCC)N1C=[N+](C=C1)C 1-Hexyl-3-methylimidazolium hexafluorophosphat